naphth-ol C1(=CC=CC2=CC=CC=C12)O